(R)-2-(4-fluorophenyl)-2-(2-(piperazin-1-yl)pyrimidin-5-yl)propan-1-ol FC1=CC=C(C=C1)[C@](CO)(C)C=1C=NC(=NC1)N1CCNCC1